z-15-octadecenyl acetate C(C)(=O)OCCCCCCCCCCCCCC\C=C/CC